ClC=1C=C2C(=CC1)NC([C@@]21CN([C@@H](C1)C#N)C([C@H](CC(C)(C)F)N(C(=O)C=1NC2=CC(=CC(=C2C1)F)F)C([2H])([2H])[2H])=O)=O N-((S)-1-((3R,5'S)-5-chloro-5'-cyano-2-oxospiro[indoline-3,3'-pyrrolidin]-1'-yl)-4-fluoro-4-methyl-1-oxopentan-2-yl)-4,6-difluoro-N-(methyl-d3)-1H-indole-2-carboxamide